1,3,5-tri(2,6-dimethylpyridine-4-yl)benzene CC1=NC(=CC(=C1)C1=CC(=CC(=C1)C1=CC(=NC(=C1)C)C)C1=CC(=NC(=C1)C)C)C